OC=1NC2=C(N1)C=CC=C2 hydroxy-benzoimidazole